C1(CC1)C1=NN(C(=C1)C1=C(C=C(C=C1)F)C)C1CC2(CN(C2)C(=O)C2=C(C=CC(=C2)O)F)C1 {6-[3-cyclopropyl-5-(5-fluoro-2-tolyl)-1-pyrazolyl]-2-aza-2-spiro[3.3]heptyl}(2-fluoro-5-hydroxyphenyl)methanone